C(#N)C1=CC=C(C=C1)C1CCN(CC1)C(=O)C=1C=CC(=C(C(=O)NC=2C=NC(=CC2)N2CC(C2)O)C1)C 5-(4-(4-cyanophenyl)piperidine-1-carbonyl)-N-(6-(3-hydroxyazetidin-1-yl)pyridin-3-yl)-2-methylbenzamide